ethoxy(2-[1-[7-(methylcarbamoyl)-5H-pyrrolo[3,2-d]pyrimidin-4-yl]piperidin-4-yl]ethyl)phosphinic acid C(C)OP(O)(=O)CCC1CCN(CC1)C=1C2=C(N=CN1)C(=CN2)C(NC)=O